sulfanyl-2-methylpropanamide SC(C(=O)N)(C)C